5-cyclohexyl-2-(2-(difluoromethoxy)-7-methylquinoxalin-5-yl)thiazole C1(CCCCC1)C1=CN=C(S1)C1=C2N=CC(=NC2=CC(=C1)C)OC(F)F